NC(C(=O)N1[C@@H](C[C@H](C1)O)C(=O)NCC#CC1=CC=C(C=C1)Cl)C(C)(C)C (2S,4R)-1-(2-amino-3,3-dimethylbutanoyl)-N-(3-(4-chlorophenyl)prop-2-yn-1-yl)-4-hydroxypyrrolidine-2-carboxamide